FC=1C(=NC=C(C1)F)NC1=NC(=C2C(=N1)NN=C2C=2C=C(C=CC2C)C2=NC(=NC=C2)C(C)(C)O)C 2-(4-(3-(6-((3,5-Difluoropyridin-2-yl)amino)-4-methyl-1H-pyrazolo[3,4-d]pyrimidin-3-yl)-4-methylphenyl)pyrimidin-2-yl)propan-2-ol